6-Bromo-7-(2-methoxyethoxy)-2-methylquinazolin-4-ol BrC=1C=C2C(=NC(=NC2=CC1OCCOC)C)O